(4-((1,3-bis((3-cyclohexylpropionyl)oxy)propan-2-yl)oxy)-4-oxobutyl)ammonium chloride [Cl-].C1(CCCCC1)CCC(=O)OCC(COC(CCC1CCCCC1)=O)OC(CCC[NH3+])=O